bis-(4-t-butylcyclohexyl) peroxide C(C)(C)(C)C1CCC(CC1)OOC1CCC(CC1)C(C)(C)C